(6R,7S,7aS)-7-ethyl-6-fluoro-3,3-dimethyltetrahydropyrrolo[1,2-c]oxazol-5(3H)-one C(C)[C@@H]1[C@H](C(N2C(OC[C@@H]21)(C)C)=O)F